FC1=C(C=CC=C1F)[C@@H]1N(OCC1)C1=CC(=NC=N1)NC1CCN(CC1)S(=O)(=O)C (R)-6-(3-(2,3-difluorophenyl)isoxazolidin-2-yl)-N-(1-(methylsulfonyl)piperidin-4-yl)pyrimidin-4-amine